4-Cyano-N-(5-phenylisoxazol-3-yl)morpholine-2-carboxamide C(#N)N1CC(OCC1)C(=O)NC1=NOC(=C1)C1=CC=CC=C1